C(C#CCC)(C(=O)O)C(=O)O pentynedicarboxylic acid